C1(=CC=CC=C1)C(CN)(CC)N 2-phenyl-1,2-butanediamine